6-Bromo-N-[1-(cyclopropylmethyl)piperidin-4-yl]-2-{4-[4-(1,3-thiazol-2-ylmethyl)piperazin-1-yl]phenyl}-3H-imidazo[4,5-b]pyridin-7-amine BrC=1C(=C2C(=NC1)NC(=N2)C2=CC=C(C=C2)N2CCN(CC2)CC=2SC=CN2)NC2CCN(CC2)CC2CC2